C(C1=CC=CC=C1)C=1NC(=NN1)C(=O)N[C@H]1C(N(C=2C=CC=C3C(=CN(C23)C1)C=1C=NC=CC1)C)=O |r| (±)-5-benzyl-N-(1-methyl-2-oxo-7-(pyridin-3-yl)-1,2,3,4-tetrahydro-[1,4]diazepino[3,2,1-hi]indol-3-yl)-4H-1,2,4-triazole-3-carboxamide